BrC1=CC(=CC(=C1)CBr)Br 1,3-dibromo-5-(bromomethyl)benzene